2-[(2-methylphenyl)methyl]-1,3-dioxane-5-carbaldehyde CC1=C(C=CC=C1)CC1OCC(CO1)C=O